BrC1=CN(C=2N=CN=C(C21)Cl)[C@@H]2O[C@@H]([C@@H]1[C@H]2OC(O1)(C)C)CO ((3aR,4R,6R,6aR)-6-(5-bromo-4-chloro-7H-pyrrolo[2,3-d]pyrimidin-7-yl)-2,2-dimethyltetrahydrofuro[3,4-d][1,3]dioxol-4-yl)methanol